NC1=CC=C(C=N1)NC(C1=C(C=C(C=C1F)F)F)=O N-(6-Aminopyridin-3-yl)-2,4,6-trifluorobenzamide